1-(3-hydroxypropan-1-en-1-yl)cyclopentanol OCC=CC1(CCCC1)O